FC(C(C)=O)(C(F)(F)F)C(F)(F)F 3,4,4,4-tetrafluoro-3-(trifluoromethyl)-2-butanone